N-[(1S)-1-(dicyclopropylmethyl)-2-[[6-fluoro-5-[5-methyl-3-(1,1,2,2,2-pentadeuterioethyl)-1H-pyrazol-4-yl]-2-pyridyl]amino]-2-oxo-ethyl]-3-isopropyl-isoxazole-4-carboxamide C1(CC1)C([C@@H](C(=O)NC1=NC(=C(C=C1)C=1C(=NNC1C)C(C([2H])([2H])[2H])([2H])[2H])F)NC(=O)C=1C(=NOC1)C(C)C)C1CC1